[O-]C(=O)[O-] oxido ketone